FC=1C=2N(C=CC1)N=C(C2)[C@@H]2N(CCC1=C2N=CN1)C=1N=CC(=NC1)C(=O)N1CC(C1)OC (R)-(5-(4-(4-fluoropyrazolo[1,5-a]pyridin-2-yl)-1,4,6,7-tetrahydro-5H-imidazo[4,5-c]pyridin-5-yl)pyrazin-2-yl)(3-methoxyazetidin-1-yl)methanone